tert-Butyl 3-[[2-[3-cis-(trifluoromethoxy)cyclobutoxy]acetyl]amino]azetidine-1-carboxylate FC(OC1(CCC1)OCC(=O)NC1CN(C1)C(=O)OC(C)(C)C)(F)F